CC1(CCN2C(O1)=CC=N2)C 5,5-dimethyl-6,7-dihydro-5H-pyrazolo[5,1-b][1,3]oxazine